C1(CCCCC1)CC(=O)NC=1N=NN(C1)CCCCN1N=NC(=C1)C(=O)NCC1=NC=CC=C1 1-{4-[4-(2-cyclohexylacetamido)-1H-1,2,3-triazol-1-yl]butyl}-N-(pyridin-2-ylmethyl)-1H-1,2,3-triazole-4-carboxamide